2-[2-[(3,6-difluoro-2-pyridyl)amino]-3-pyridyl]-6-(5-methyl-1H-indazol-4-yl)pyrimidine-4-carboxamide FC=1C(=NC(=CC1)F)NC1=NC=CC=C1C1=NC(=CC(=N1)C(=O)N)C1=C2C=NNC2=CC=C1C